chlorohexyl acrylate C(C=C)(=O)OCCCCCCCl